(2R)-tert-butyl 2-((4-(tert-butyl)phenyl)(2-(cyclohexylamino)-1-(5-fluoropyridin-3-yl)-2-oxoethyl)carbamoyl)pyrrolidine-1-carboxylate C(C)(C)(C)C1=CC=C(C=C1)N(C(=O)[C@@H]1N(CCC1)C(=O)OC(C)(C)C)C(C(=O)NC1CCCCC1)C=1C=NC=C(C1)F